5-chloro-2-fluoro-4-((((2S,4S)-4-hydroxy-2-(4-(pyridin-2-yl)benzyl)pyrrolidin-2-yl)methyl)amino)-N-(thiazol-2-yl)benzenesulfonamide ClC=1C(=CC(=C(C1)S(=O)(=O)NC=1SC=CN1)F)NC[C@]1(NC[C@H](C1)O)CC1=CC=C(C=C1)C1=NC=CC=C1